NC1=C2C(=NC(=N1)Cl)N(N=C2)CC=2C=CC(=C(C2)COC=2C=C(C=CC2)CO)OC (3-((5-((4-amino-6-chloropyrazolo[3,4-d]pyrimidin-1-yl)methyl)-2-methoxy-phenyl)methoxy)phenyl)methanol